CN(C1=CC=C(C(=O)NC=2C=NC(=NC2)N2CCN(CC2)C2=NC=CC=C2)C=C1)C 4-(Dimethylamino)-N-(2-(4-(pyridin-2-yl)piperazin-1-yl)pyrimidin-5-yl)benzamid